3-(6-methoxynaphthalen-2-yl)-1-(piperidin-4-ylmethyl)-1H-pyrazolo[3,4-d]pyrimidin-4-amine COC=1C=C2C=CC(=CC2=CC1)C1=NN(C2=NC=NC(=C21)N)CC2CCNCC2